FC1(OC2=C(O1)C=CC(=C2)[C@@H](C)O)F R-1-(2,2-difluorobenzo[d][1,3]dioxol-5-yl)ethan-1-ol